Ethyl 3-(ethylthio)-5-iodo-2-pyridinecarboxylate C(C)SC=1C(=NC=C(C1)I)C(=O)OCC